[2-[4,6-bis(4-fluorophenyl)-5-(4-pyridyl)pyrazolo[3,4-b]pyridin-2-yl]ethyl]piperidin FC1=CC=C(C=C1)C=1C=2C(N=C(C1C1=CC=NC=C1)C1=CC=C(C=C1)F)=NN(C2)CCN2CCCCC2